N-(4-((3-chloro-4-((3-fluorobenzyl)oxy)phenyl)amino)-7-(((1R,5S,6s)-3-methyl-3-azabicyclo[3.1.0]-hexan-6-yl)ethynyl)quinazolin-6-yl)acrylamide ClC=1C=C(C=CC1OCC1=CC(=CC=C1)F)NC1=NC=NC2=CC(=C(C=C12)NC(C=C)=O)C#CC1[C@@H]2CN(C[C@H]12)C